C(C1=CC=CC=C1)S(=O)(=O)N1C=CC2=CC=CC=C12 1-toluenesulfonyl-1H-indole